5-(2-(3,5-difluoro-4-(3-morpholinopropyl)phenyl)-1H-pyrrolo[2,3-b]pyridin-4-yl)-1H-indazol-3-amine FC=1C=C(C=C(C1CCCN1CCOCC1)F)C1=CC=2C(=NC=CC2C=2C=C3C(=NNC3=CC2)N)N1